2-((3-(diethylamino)propyl)amino)-9-(trifluoromethyl)-7H-pyrimido[5',4':3,4]cyclopenta[1,2-c]quinolin-7-one C(C)N(CCCNC=1C=C2C3=C(C=NC2=CC1)C(C1=C3C=NC(=N1)C(F)(F)F)=O)CC